methyl 6-amino-5-bromopyridinecarboxylate NC1=C(C=CC(=N1)C(=O)OC)Br